benzo[b]carbazole C1=C2C=3C=C4C(=CC3NC2=CC=C1)C=CC=C4